C(C)N1C(C2=CC(=CC(=C2C1)[C@H]1NCCC1)C=1C=C2C(=NC1)NC=C2C)=O (S)-2-ethyl-6-(3-methyl-1H-pyrrolo[2,3-b]pyridin-5-yl)-4-(Pyrrolidin-2-yl)isoindolin-1-one